The molecule is a sesquiterpene lactone that is the 1beta-hydroxy derivative of arbusculin A. Isolated from Saussurea lappa, it exhibits inhibitory activity against melanogenesis. It has a role as a metabolite and a melanin synthesis inhibitor. It is a sesquiterpene lactone, a diol and an organic heterotricyclic compound. It derives from an arbusculin A. C[C@@]12CC[C@@H]3[C@@H]([C@H]1[C@](CC[C@H]2O)(C)O)OC(=O)C3=C